Benzyl (S)-2-(cyanomethyl)-4-(2-(((S)-1-(isopropyl-d7)pyrrolidin-2-yl) methoxy)-5,6,7,8-tetrahydropyrido[3,4-d]pyrimidin-4-yl)piperazine-1-carboxylate C(#N)C[C@@H]1N(CCN(C1)C=1C2=C(N=C(N1)OC[C@H]1N(CCC1)C(C([2H])([2H])[2H])(C([2H])([2H])[2H])[2H])CNCC2)C(=O)OCC2=CC=CC=C2